(E)-3-(4-chlorophenyl)-2-(4-fluorophenyl)acrylamide tert-butyl-4-[1-(7-[[2-fluoro-4-(pyrazol-1-yl)phenyl]amino]-1,6-naphthyridin-2-yl)-1-hydroxyethyl]piperidine-1-carboxylate C(C)(C)(C)OC(=O)N1CCC(CC1)C(C)(O)C1=NC2=CC(=NC=C2C=C1)NC1=C(C=C(C=C1)N1N=CC=C1)F.ClC1=CC=C(C=C1)/C=C(/C(=O)N)\C1=CC=C(C=C1)F